C(C)(C)(C)C1N(CC12CN(C2)C2CCN(CC2)C2=CC(=C(C=C2)C(N(C)C)=O)Cl)C(=O)OC(C(O)CO)=C(C)C isopropylideneglycerol tert-butyl-6-(1-(3-chloro-4-(dimethylcarbamoyl)phenyl)piperidin-4-yl)-2,6-diazaspiro[3.3]heptane-2-carboxylate